(S)-N-(7-(3,3-dimethylbut-1-yn-1-yl)-5-methyl-4-oxo-2,3,4,5-tetrahydrobenzo[b][1,4]oxazepin-3-yl)-4-(3-fluorophenoxy)pyridineamide CC(C#CC1=CC2=C(OC[C@@H](C(N2C)=O)NC(=O)C2=NC=CC(=C2)OC2=CC(=CC=C2)F)C=C1)(C)C